tert-butyl (S)-4-(((R)-2-methoxypropyl)(4-(5,6,7,8-tetrahydro-1,8-naphthyridin-2-yl)butyl)amino)-2-((5-methylpyrimidin-2-yl)amino)butanoate CO[C@@H](CN(CC[C@@H](C(=O)OC(C)(C)C)NC1=NC=C(C=N1)C)CCCCC1=NC=2NCCCC2C=C1)C